8-((S)-1,2-dimethyl-propyl)-8H-pyrido[2,3-d]pyrimidin-7-one C[C@@H](C(C)C)N1C(C=CC2=C1N=CN=C2)=O